tri-propyl borate B(OCCC)(OCCC)OCCC